4-(2-Cyclopropyl-6-{6-[(3-fluoroazetidin-1-yl)methyl]-1-oxo-3H-isoindol-2-yl}pyridin-4-yl)-3-(4-methyl-1,2,4-triazol-3-yl)benzonitrile C1(CC1)C1=NC(=CC(=C1)C1=C(C=C(C#N)C=C1)C1=NN=CN1C)N1C(C2=CC(=CC=C2C1)CN1CC(C1)F)=O